C1=CC=CC=2C3=CC=CC=C3C(CC12)CC(=O)N1CCCCC1 (-)-2-(9,10-Dihydrophenanthren-9-yl)-1-(piperidin-1-yl)ethan-1-one